C(C)N1N=C(C=C1C=1NC(=NN1)C1=C2C=NN(C2=CC(=C1)C(=O)N)CC[C@H]1CN(CC1)C)C 4-[5-(1-ethyl-3-methyl-1H-pyrazol-5-yl)-4H-1,2,4-triazol-3-yl]-1-{2-[(3S)-1-methylpyrrolidin-3-yl]ethyl}-1H-indazole-6-carboxamide